Cl.O1N=CC(=C1)NC=1N=CC2=C(N1)N1C(C(=C2)C=2C=C(C=CC2C)NC(=O)C2=NC=CC(=C2)C(F)(F)F)=NCC1 N-(3-(2-(isoxazol-4-ylamino)-8,9-dihydroimidazo[1',2':1,6]pyrido[2,3-d]pyrimidin-6-yl)-4-methylphenyl)-4-(trifluoromethyl)pyridineamide hydrochloride